6-bromo-2-oxo-1-(pyridin-3-ylmethyl)-1,2-dihydro-1,8-naphthyridine-3-carboxylic acid ethyl ester C(C)OC(=O)C=1C(N(C2=NC=C(C=C2C1)Br)CC=1C=NC=CC1)=O